4-butyl-3-(4-fluorophenyl)-5-methyl-N-neopentyl-1-phenyl-4,5-dihydro-1H-pyrazole-5-carboxamide C(CCC)C1C(=NN(C1(C(=O)NCC(C)(C)C)C)C1=CC=CC=C1)C1=CC=C(C=C1)F